(Z)-7-(5-(4-aminobenzylidene)-2,4-dioxathiazolidine-3-yl)-N-hydroxyheptanamide NC1=CC=C(\C=C/2\ON(OS2)CCCCCCC(=O)NO)C=C1